N-benzyl-2-(3-chlorophenyl)acetamide C(C1=CC=CC=C1)NC(CC1=CC(=CC=C1)Cl)=O